BrC=1C=C2C(CN(C2=CC1)C)(C(=O)O)C 5-bromo-1,3-dimethylindoline-3-carboxylic acid